O1COC2=C1C=CC(=C2)C=2C=C(C(=NC2)N)OC(C)C2=C(C(=CC=C2Cl)F)Cl 5-benzo[1,3]dioxol-5-yl-3-[1-(2,6-dichloro-3-fluoro-phenyl)-ethoxy]-pyridin-2-ylamine